tert-butyl N-[2-(5-bromo-3-cyano-pyrrolo[2,3-b]pyridin-1-yl)ethyl]carbamate BrC=1C=C2C(=NC1)N(C=C2C#N)CCNC(OC(C)(C)C)=O